C(C)C=1N=C2N(C=C(C=C2)I)C1N(C=1SC=C(N1)C1=CC=C(C=C1)C(F)(F)F)C (2-Ethyl-6-iodo-imidazo[1,2-a]pyridin-3-yl)-methyl-[4-(4-trifluoromethyl-phenyl)-thiazol-2-yl]-amine